C(CCCCCCC\C=C/CCCCCCCC)(=O)OCC(C)(COC(CCCCCCC\C=C/CCCCCCCC)=O)C neopentyl glycol di(oleate)